O[C@@H]1[C@@H](CCC1)C=1C=NN(C1)C1=NC(=NC=C1C(F)(F)F)NC1=CC=C(C=C1)S(=O)(=O)NC 4-((4-(4-((1S,2S)-2-hydroxycyclopentyl)-1H-pyrazol-1-yl)-5-(trifluoromethyl)pyrimidin-2-yl)amino)-N-methylbenzenesulfonamide